COCC(C)(C)C1=C(C2=C(C=C3C=NNC3=C2)N1C1=CC=CC=C1)C1=CC=C(C(=O)O)C=C1 4-[6-(2-methoxy-1,1-dimethyl-ethyl)-5-phenyl-1H-pyrrolo[2,3-f]indazol-7-yl]benzoic Acid